Tert-butyl (3S)-4-((4-(bis(2,4-dimethoxybenzyl)amino)-2-(pent-2-yloxy)imidazo[2,1-f][1,2,4]triazin-7-yl)methyl)-3-methylpiperazin-1-carboxylate COC1=C(CN(C2=NC(=NN3C2=NC=C3CN3[C@H](CN(CC3)C(=O)OC(C)(C)C)C)OC(C)CCC)CC3=C(C=C(C=C3)OC)OC)C=CC(=C1)OC